CC=1C(N(N=CC1)[C@H]1CNCCC1)=O (R)-4-methyl-2-(piperidin-3-yl)pyridazin-3(2H)-one